(2-methyloxolan-2-yl)methyl N-{[2-(2,6-dioxopiperidin-3-yl)-3-oxo-2,3-dihydro-1H-isoindol-5-yl]methyl}carbamate O=C1NC(CCC1N1CC2=CC=C(C=C2C1=O)CNC(OCC1(OCCC1)C)=O)=O